CC1C2=CC=CC=C2C=2C=CC=CC12 9-methylfluoren